(4-Fluorobenzylamino)pregn-5-en FC1=CC=C(CNCC[C@H]2CC[C@H]3[C@@H]4CC=C5CCCC[C@]5(C)[C@H]4CC[C@]23C)C=C1